N-(3-chloro-4-fluorophenyl)-5-(2-chloro-5-(isobutyramidomethyl)benzamido)-1-(3-methoxypropyl)-1H-indole-2-carboxamide ClC=1C=C(C=CC1F)NC(=O)C=1N(C2=CC=C(C=C2C1)NC(C1=C(C=CC(=C1)CNC(C(C)C)=O)Cl)=O)CCCOC